N1=CN=C(C2=C1NCC2)OC2=C(C=C(C=C2)NC(=O)C2=C1C(=CN(C2=O)C2=CC=C(C=C2)F)CCO1)F N-(4-((6,7-dihydro-5H-pyrrolo[2,3-d]pyrimidin-4-yl)oxy)-3-fluorophenyl)-5-(4-fluorophenyl)-6-oxo-2,3,5,6-tetrahydrofuro[3,2-c]pyridine-7-carboxamide